C1(=CC=CC=C1)P(C1=CC=NC=C1)(C1=CC=CC=C1)=O Diphenyl-(pyridin-4-yl)phosphine oxide